(S)-N-(5-(2-amino-[1,2,4]triazolo[1,5-a]pyridin-6-yl)-2-methylpyridin-3-yl)-3-(3-(trifluoromethyl)phenyl)isooxazolidine-2-carboxamide NC1=NN2C(C=CC(=C2)C=2C=C(C(=NC2)C)NC(=O)N2OCC[C@H]2C2=CC(=CC=C2)C(F)(F)F)=N1